C(C)(C)(C)[S@@](=O)NC1(COC1)C1=C(C=C(C(=O)OCC)C=C1)F |r| (±)-ethyl 4-[3-(tert-butylsulfinylamino)oxetan-3-yl]-3-fluoro-benzoate